NC1=C(C=C(C=C1)C1=CN(C=2N=CN=C(C21)N)C2CCN(CC2)S(=O)(=O)C2CC2)F 5-(4-AMINO-3-FLUOROPHENYL)-7-(1-(CYCLOPROPYLSULFONYL)PIPERIDIN-4-YL)-7H-PYRROLO[2,3-D]PYRIMIDIN-4-AMINE